C(C)(C)C1=NN(C2=CC=C(C=C12)S(=O)(=O)Cl)C1=CC=C(C=C1)C(F)(F)F 3-Isopropyl-1-(4-(trifluoromethyl)phenyl)-1H-indazole-5-sulfonyl chloride